ClC1=CC(=CC(=N1)[C@H](CC(=O)OC)NC(C(CC(C)C)N1C(C=C(C(=C1)CCN1C[C@@H](CC1)F)C)=O)=O)C1=C(C=C(C=C1C)F)C methyl (3S)-3-(6-chloro-4-(4-fluoro-2,6-dimethylphenyl)pyridin-2-yl)-3-(2-(5-(2-((R)-3-fluoropyrrolidin-1-yl)ethyl)-4-methyl-2-oxopyridin-1(2H)-yl)-4-methylpentanamido)propanoate